BrC=1C=NC=2CCN(CC2C1)C1=C(C=C2C(=N1)CNC2=O)C 2-(3-bromo-7,8-dihydro-1,6-naphthyridin-6(5H)-yl)-3-methyl-6,7-dihydro-5H-pyrrolo[3,4-b]pyridin-5-one